FC1C2=C(C3CCCC(N3C1)=O)NC1=CC(=C(C(=C12)F)F)F 7,8,9,10-tetrafluoro-1H,2H,3H,4H,6H,7H,12bH-indolo[2,3-a]quinolizin-4-one